C(C)(C)(C)N1C(CC1)C(NC=1C(=NC(=CC1C1=C2C(=NC=C1)C=C(S2)CN2C(C1C(C1C2=O)(C)C)=O)C#N)C)=O Tert-Butyl-2-((6-Cyano-4-(2-((6,6-Dimethyl-2,4-Dioxo-3-Azabicyclo[3.1.0]Hexan-3-Yl)Methyl)Thieno[3,2-B]Pyridin-7-Yl)-2-Methylpyridin-3-Yl)Carbamoyl)Azetidine